C(CCCCCCCCCCCCCCCCC)(=O)OC[C@@H](OC(CCCCCCCCCCCCCCCCC)=O)COP(=O)(O)OCC[N+](C)(C)C 1,2-distearoyl-sn-glycero-3-phosphoryl-choline